CC1(COC2(OC1)C[C@@H]1CC(C[C@@H]1C2)N)C (3aR,5r,6aS)-5',5'-dimethylhexahydro-1H-spiro[pentalene-2,2'-[1,3]dioxane]-5-amine